N(=[N+]=[N-])C1=CC(=NC(=C1C(=O)OC)Cl)C1=CC=CC=C1 methyl 4-azido-2-chloro-6-phenylnicotinate